6-Chloro-4-ethyl-N,N-bis[(4-methoxyphenyl)methyl]-5-(trifluoromethyl)pyridin-2-amine ClC1=C(C(=CC(=N1)N(CC1=CC=C(C=C1)OC)CC1=CC=C(C=C1)OC)CC)C(F)(F)F